C(C1=CC=CC=C1)OC=1C(=NC=C2C(=CC=NC12)Cl)C(=O)OC Methyl 8-(benzyloxy)-4-chloro-1,6-naphthyridine-7-carboxylate